8-chloro-5-methoxy-1-[trans-4-(morpholin-4-yl)cyclohexyl]-5,6-dihydro-4H-[1,2,4]triazolo[4,3-a][1]benzazepine ClC=1C=CC2=C(CC(CC=3N2C(=NN3)[C@@H]3CC[C@H](CC3)N3CCOCC3)OC)C1